ClC1=CC(=C(C=C1)N1CC(N(C2(CC(C2)C(C)(C)O)C1=O)CC1=CC=C(C=C1)C(F)(F)F)=O)F 8-(4-chloro-2-fluorophenyl)-2-(2-hydroxypropan-2-yl)-5-(4-(trifluoromethyl)-benzyl)-5,8-diazaspiro-[3.5]nonane-6,9-dione